heptadecyl tetracosenate C(C=CCCCCCCCCCCCCCCCCCCCCC)(=O)OCCCCCCCCCCCCCCCCC